(R)-6-methyl-2-(pyridin-4-yl)-7,8-dihydro-3-oxa-1-thia-5a,8-diazabenzo[cd]azulene-5,9(4H,6H)-dione C[C@H]1N2C=3C(=C(SC3C(NC1)=O)C1=CC=NC=C1)OCC2=O